2-[4-[(1,3-dioxo-3-phenylpropyl)amino]phenyl]-1-octadecyl-1H-benzimidazole-5-sulfonic acid O=C(CC(C1=CC=CC=C1)=O)NC1=CC=C(C=C1)C1=NC2=C(N1CCCCCCCCCCCCCCCCCC)C=CC(=C2)S(=O)(=O)O